(S)-2-((((2,4-difluorobenzyl)oxy)carbonyl)amino)-4-((2-methoxyethyl)(4-(5,6,7,8-tetrahydro-1,8-naphthyridin-2-yl)butyl)amino)butanoic acid FC1=C(COC(=O)N[C@H](C(=O)O)CCN(CCCCC2=NC=3NCCCC3C=C2)CCOC)C=CC(=C1)F